ClC(C1=NC(=NO1)C1=CC=C(CNC=2C(C(C2NCC=2C=NOC2)=O)=O)C=C1)(F)F 3-((4-(5-(chlorodifluoromethyl)-1,2,4-oxadiazol-3-yl)benzyl)amino)-4-((isoxazol-4-ylmethyl)amino)cyclobut-3-ene-1,2-dione